4-bromo-2-(4-(trifluoromethyl)phenyl)tetrahydrofuran BrC1CC(OC1)C1=CC=C(C=C1)C(F)(F)F